(R)-tert-butyl 3-((2,4-difluoro-3-formylphenoxy)methyl)pyrrolidine-1-carboxylate FC1=C(OC[C@H]2CN(CC2)C(=O)OC(C)(C)C)C=CC(=C1C=O)F